C(C)C1=CC(=C(C=C1OC)C=1C=NC=CC1)OC 3-(4-ethyl-2,5-dimethoxyphenyl)pyridine